succinimidyl N-(α-maleimido acetate) C1(C=CC(N1CC(=O)ON1C(CCC1=O)=O)=O)=O